(2S)-2-(methylamino)-6-(N-methylmethanesulfonamido)hexanoic acid CN[C@H](C(=O)O)CCCCN(S(=O)(=O)C)C